O1C(CCCC1)ONC(C1=CC=C(C=C1)\C=C\C(C1=CC=CC=C1)=O)=O N-(Oxan-2-yloxy)-4-[(E)-3-oxo-3-phenylprop-1-enyl]benzamide